2-((4-Oxo-3-phenethyl-3,4-dihydropteridin-2-yl)thio)-N-(4-phenylthiophen-2-yl)acetamide O=C1N(C(=NC2=NC=CN=C12)SCC(=O)NC=1SC=C(C1)C1=CC=CC=C1)CCC1=CC=CC=C1